2-CYCLOHEXYL-7-FLUORO-5-METHYL-1H-INDOLE-3-CARBOXALDEHYDE C1(CCCCC1)C=1NC2=C(C=C(C=C2C1C=O)C)F